COCC=1C=NN(C1C1=CSC2=C1N=C(N=C2N2[C@@H](COCC2)C)C2=C1C(=NC=C2)NC=C1)C (R)-4-(7-(4-(methoxymethyl)-1-methyl-1H-pyrazol-5-yl)-2-(1H-pyrrolo[2,3-b]pyridine-4-yl)thieno[3,2-d]pyrimidin-4-yl)-3-methylmorpholine